(2S,3S,4R,5R)-5-(6-(4-Chlorobenzylamino)-2-(5-chloropyridin-3-yl)-9H-purin-9-yl)-3,4-diHydroxy-N-(methyl-d3)-tetrahydrofuran-2-carboxamide ClC1=CC=C(CNC2=C3N=CN(C3=NC(=N2)C=2C=NC=C(C2)Cl)[C@H]2[C@@H]([C@@H]([C@H](O2)C(=O)NC([2H])([2H])[2H])O)O)C=C1